tricarbon monoxide C=C=C=O